C(CCC\C=C\CCCCCCCC)CC(=O)O.ClC1=NC(=NC(=N1)NC(C)C)NCC(=O)O (4-chloro-6-(isopropylamino)-1,3,5-triazin-2-yl)glycine (E)-5-Tetradecenyl-acetate